FC1=C(C=C(C=C1)OC=1C(=C2C=CNC2=CC1F)SC)C=1NC(=CN1)C(C=O)(C)C1=CC(=CC=C1)I 2-(2-(2-Fluoro-5-((6-fluoro-4-(methylthio)-1H-indol-5-yl)oxy)phenyl)-1H-imidazol-5-yl)-2-(3-iodophenyl)propanal